3-(4-(4-(8-chloro-5,6-dihydro-11H-benzo[5,6]cyclohepta[1,2-b]pyridin-11-ylidene)piperidin-1-yl)butyl)-1H-indole-5-carbonitrile ClC=1C=CC2=C(CCC=3C(=NC=CC3)C2=C2CCN(CC2)CCCCC2=CNC3=CC=C(C=C23)C#N)C1